C1(CC1)C1=C(C(=NO1)C1=C(C=NC=C1Cl)Cl)COC12CCC(CC1)(CC2)C#CN2C(C1=CC=CC=C1C=C2)N2CCC(CC2)O 2-((4-((5-Cyclopropyl-3-(3,5-dichloropyridin-4-yl)isoxazol-4-yl)methoxy)bicyclo[2.2.2]octan-1-yl)ethynyl)-1-(4-hydroxypiperidin-1-yl)isochinolin